BrC=1C=C(C(=NC1)NS(=O)(=O)C1=CNC2=NC(=CC=C21)Cl)OC N-(5-bromo-3-methoxypyridin-2-yl)-6-chloro-1H-pyrrolo[2,3-b]pyridine-3-sulfonamide